2-(2-((5-(1-aminoisoquinolin-7-yl)-1-(1-(2-hydroxyethyl)azetidin-3-yl)-1H-indazol-3-yl)methoxy)phenyl)acetic acid NC1=NC=CC2=CC=C(C=C12)C=1C=C2C(=NN(C2=CC1)C1CN(C1)CCO)COC1=C(C=CC=C1)CC(=O)O